COC1=CC(=C(C=C1)CN)OC(F)(F)F (4-methoxy-2-(trifluoromethoxy)phenyl)methanamine